methyl 2-(4-((2-(4-(5-chloropyrimidin-2-yl)piperazin-1-yl)-5,5-dioxo-7,8-dihydro-6H-thiopyrano[3,2-d]pyrimidin-4-yl)amino)-2-fluorophenyl)acetate ClC=1C=NC(=NC1)N1CCN(CC1)C=1N=C(C2=C(N1)CCCS2(=O)=O)NC2=CC(=C(C=C2)CC(=O)OC)F